6-(Cyclopropanecarboxamido)-4-[2-methoxy-3-[5-(thiomorpholinomethyl)-1,2,4-oxadiazol-3-yl]anilino]-N-(trideuteromethyl)pyridazine-3-carboxamide C1(CC1)C(=O)NC1=CC(=C(N=N1)C(=O)NC([2H])([2H])[2H])NC1=C(C(=CC=C1)C1=NOC(=N1)CN1CCSCC1)OC